OCCN(C1=CC=C(C=C1)C(C)(C)C)CCO N,N-bis(2-hydroxyethyl)4-t-butylaniline